((1S,4S)-5-(3-((3R,5R)-3-Fluoro-5-((5-(trifluoromethyl)pyrimidin-2-yl)amino)piperidin-1-yl)imidazo[1,5-a]pyrazin-8-yl)-2,5-diazabicyclo[2.2.1]heptan-2-yl)prop-2-en-1-one F[C@H]1CN(C[C@@H](C1)NC1=NC=C(C=N1)C(F)(F)F)C1=NC=C2N1C=CN=C2N2[C@@H]1CN([C@H](C2)C1)C(C=C)=O